4-(tert-butyl) 3-methyl 1,4-oxazepane-3,4-dicarboxylate O1CC(N(CCC1)C(=O)OC(C)(C)C)C(=O)OC